C(C1=CC=CC=C1)OC1=NC(=CC=C1C=1C(=NC2CC=CC(=C2C1)[N+](=O)[O-])C)OCC1=CC=CC=C1 3-[2,6-bis(benzyloxy)pyridin-3-yl]-2-methyl-5-nitro-8,8a-dihydroquinoline